C1(=CC=CC=C1)C1(C2=CC=CC=C2C=2C=CC(=CC12)C1=CC=C(C=C1)N(C=1C(=CC=CC1)C1=CC=CC=C1)C1=CC=C(C=C1)C=1C2=CC=CC=C2C=2C=CC=CC2C1)C1=CC=CC=C1 N-(4-(9,9-diphenyl-9H-fluoren-2-yl)phenyl)-N-(4-(phenanthren-9-yl)phenyl)-[1,1'-biphenyl]-2-amine